C(C)(C)[Si](OCC=O)(C(C)C)C(C)C 2-((triisopropylsilyl)oxy)ethan-1-one